N,N-bis(2-ethyl-7-phenyl-1H-indenyl)p-toluenesulfonamide C(C)C=1C(C2=C(C=CC=C2C1)C1=CC=CC=C1)N(S(=O)(=O)C1=CC=C(C)C=C1)C1C(=CC2=CC=CC(=C12)C1=CC=CC=C1)CC